4-[4,4-bis(4-chlorophenyl)-2,5-dioxoimidazolidin-1-yl]butanoic acid ClC1=CC=C(C=C1)C1(NC(N(C1=O)CCCC(=O)O)=O)C1=CC=C(C=C1)Cl